6-(1H-indazol-5-yl)-N-(4-morpholinophenyl)-[1,2,4]triazolo[4,3-a]pyrazin-8-amine N1N=CC2=CC(=CC=C12)C=1N=C(C=2N(C1)C=NN2)NC2=CC=C(C=C2)N2CCOCC2